COC1=NC=C(C(=N1)OC)C=1C=C(C=2N(N1)C=CN2)[C@@H]2[C@H](C2)C2=C(C1=C(C=N2)C=NN1CC(F)(F)F)F 6-((1S,2S)-2-(6-(2,4-dimethoxypyrimidin-5-yl)imidazo[1,2-b]pyridazin-8-yl)cyclopropyl)-7-fluoro-1-(2,2,2-trifluoroethyl)-1H-pyrazolo[4,3-c]pyridine